Cl.N=1SN=C2C1C(=CC=C2)C2=CC=C(C=C2)CN (4-(benzo[c][1,2,5]-thiadiazol-7-yl)phenyl)methanamine hydrochloride salt